Methyl 4-methoxy-2-((4-(trifluoromethyl)benzyl)amino)quinoline-7-carboxylate COC1=CC(=NC2=CC(=CC=C12)C(=O)OC)NCC1=CC=C(C=C1)C(F)(F)F